CC1=NC=CC=C1NC(=O)C1=NC(=CC(=C1)C=C)C(F)(F)F ((2-methylpyridin-3-yl)aminocarbonyl)-6-(trifluoromethyl)-4-vinylpyridine